(3S)-1-[2-[4-[3-[1-(5-chloropyrimidin-2-yl)-4-piperidyl]propoxy]-2,6-difluoro-phenyl]acetyl]-N-[(2S,3R,4R,5R)-2,3,4,5,6-pentahydroxyhexyl]pyrrolidine-3-carboxamide ClC=1C=NC(=NC1)N1CCC(CC1)CCCOC1=CC(=C(C(=C1)F)CC(=O)N1C[C@H](CC1)C(=O)NC[C@@H]([C@H]([C@@H]([C@@H](CO)O)O)O)O)F